7,7-dibromo-6,7-dihydroquinolin-8(5H)-one BrC1(CCC=2C=CC=NC2C1=O)Br